NC1(C(C(CCC1)O)=O)C1=C(C(=CC=C1)F)F 2-amino-2-(2,3-difluorophenyl)-6-hydroxycyclohexane-1-one